C1(CCC1)N(C1=CC2=C(C=N1)C(=NN2C)C=2C(=C(C(=C(C2)C(F)(F)F)F)O)F)C2CCOCC2 3-(6-(Cyclobutyl(tetrahydro-2H-pyran-4-yl)amino)-1-methyl-1H-pyrazolo[4,3-c]pyridin-3-yl)-2,6-difluoro-5-(trifluoromethyl)phenol